ClC=1C=C2CCN(CC2=C(C1)[C@H]1N(CCC1)C(=O)OC(C)(C)C)C1=CC=CC=C1 tert-butyl (S)-2-(6-chloro-2-phenyl-3,4-dihydro-1H-isoquinolin-8-yl)pyrrolidine-1-carboxylate